C(#N)C1=CC(=C(OC[C@@H]2CN([C@H](O2)C(F)(F)F)C2=CC(=C(C#N)C=C2)C(F)(F)F)C=C1)F 4-((2R,5S)-5-((4-Cyano-2-fluorophenoxy)methyl)-2-(trifluoromethyl)oxazolidin-3-yl)-2-(trifluoromethyl)benzonitril